3'-(hydroxymethyl)-2'-(1-oxo-3,4,5,6,7,8-hexahydrobenzo[4,5]thieno[2,3-c]pyridin-2(1H)-yl)-[3,4'-bipyridine]-6-carboxamide OCC=1C(=NC=CC1C=1C=NC(=CC1)C(=O)N)N1C(C2=C(CC1)C1=C(S2)CCCC1)=O